FC1=CC=C(C(=O)NC2=C(C(=NN2C)C(F)(F)F)F)C=C1 4-fluoro-N-(4-fluoro-1-methyl-3-(trifluoromethyl)-1H-pyrazol-5-yl)benzamide